(6aR,9S)-N-((R)-sec-butyl)-7-ethyl-4,6,6a,7,8,9-hexahydroindolo[4,3-fg]quinoline-9-carboxamide [C@@H](C)(CC)NC(=O)[C@@H]1CN([C@@H]2CC=3C4=C(C2=C1)C=CC=C4NC3)CC